FC(C1=CC=C(C=C1)C=1OC(=CN1)CC1OC2=C(C=C1)C=CC=C2)(F)F 2-((2-(4-(trifluoromethyl)phenyl)oxazol-5-yl)methyl)benzopyran